BrC1=CC(=C(C(=C1)F)C(C=O)(C)C)F 2-(4-bromo-2,6-difluoro-phenyl)-2-methyl-propionaldehyde